ClC=1C(=C2C(=NC1)NC(=N2)C2=CC=C(C=C2)N2CC(N(CC2)CCOC)=O)NC2CCN(CC2)C2CCCCC2 4-(4-{6-Chloro-7-[(1-cyclohexylpiperidin-4-yl)amino]-3H-imidazo[4,5-b]pyridin-2-yl}phenyl)-1-(2-methoxyethyl)piperazin-2-one